BrC1=NN2C(CN(C(C2)C)C)=C1 2-Bromo-5,6-dimethyl-4,5,6,7-tetrahydropyrazolo[1,5-a]pyrazine